5,6-dichloro-1-(1-(4-chloro-2-methoxybenzyl)piperidin-4-yl)-3-(2-morpholinoethyl)-1,3-dihydro-2H-benzo[d]imidazol-2-one ClC1=CC2=C(N(C(N2CCN2CCOCC2)=O)C2CCN(CC2)CC2=C(C=C(C=C2)Cl)OC)C=C1Cl